5-isopropylthio-1-(4-vinylbenzyl)-1H-tetrazole C(C)(C)SC1=NN=NN1CC1=CC=C(C=C1)C=C